FC1=C2CCCC(C2=C(C=C1)F)=O 5,8-difluoro-tetralone